O1C2=C(OCCC1)C(=CC=C2)O[C@H]2[C@@H](CN(CC2)C2=CC(N(C=1C=CC(=NC21)C#N)C)=O)C 8-((3R,4R)-4-((3,4-Dihydro-2H-benzo[b][1,4]dioxepin-6-yl)oxy)-3-methylpiperidin-1-yl)-5-methyl-6-oxo-5,6-dihydro-1,5-naphthyridin-2-carbonitril